3-bromo-5-[2-fluoro-3-(trifluoromethyl)phenoxy]-1-(Prop-2-yl)-1H-1,2,4-triazole BrC1=NN(C(=N1)OC1=C(C(=CC=C1)C(F)(F)F)F)C(C)C